(R)-4-(4-((1-(3-cyano-2-methylphenyl)ethyl)amino)-7-methoxy-2-methylquinazolin-6-yl)-4-hydroxy-N,N-dimethylpiperidine-1-carboxamide C(#N)C=1C(=C(C=CC1)[C@@H](C)NC1=NC(=NC2=CC(=C(C=C12)C1(CCN(CC1)C(=O)N(C)C)O)OC)C)C